tetradecenyl heptoxymethyl ether C(CCCCCC)OCOC=CCCCCCCCCCCCC